C(C=C)OC(CCCCCCCCCCCCCCC)=O allylpalmitate